(4-((6,7-dimethoxyquinazolin-4-yl)oxy)-3-fluorophenyl)(imino)(methyl)-λ6-sulfanone COC=1C=C2C(=NC=NC2=CC1OC)OC1=C(C=C(C=C1)S(=O)(C)=N)F